C(#N)C1=CC(=C(COC2=CC=CC(=N2)C=2CCN(CC2)CC=2N(C3=C(N2)SC(=C3)C(=O)O)C[C@H]3OCC3)C=C1)F (S)-2-((6-((4-cyano-2-fluorobenzyl)oxy)-3',6'-dihydro-[2,4'-Bipyridyl]-1'(2'H)-yl)methyl)-1-(oxetan-2-ylmethyl)-1H-thieno[2,3-d]imidazole-5-Carboxylic acid